C(C1=CC=CC=C1)NS(=O)(=O)C=1C(=CC(=C(C1)OC)OC)C1=CC(=C(C=C1)OC)OC N-benzyl-3',4,4',5-tetramethoxy-[1,1'-biphenyl]-2-sulfonamide